2,3,5,6-tetrafluorophenylborane FC1=C(C(=C(C=C1F)F)F)B